O[C@H](COC=1C=C(C=CC1)S(=O)(=O)NC)CN[C@@H]1COC2(C1)CCN(CC2)S(=O)(=O)C=2C=NC1=CC=CC=C1C2 3-((S)-2-hydroxy-3-((S)-8-(quinolin-3-ylsulfonyl)-1-oxa-8-azaspiro[4.5]decan-3-ylamino)propoxy)-N-methylbenzenesulfonamide